C(C)(=O)OI1OC(C2=C1C=CC=C2)=O (3-oxo-1λ{3},2-benziodoxol-1-yl) acetate